C1(CC1)[C@H](C(C)(C)O)N1CC2=NC=CC(=C2C1=O)C1=C(C=C(C(=C1)C)C=1C=NN(C1)C)F (R)-6-(1-cyclopropyl-2-hydroxy-2-methylpropyl)-4-(2-fluoro-5-methyl-4-(1-methyl-1H-pyrazol-4-yl)phenyl)-6,7-dihydro-5H-pyrrolo[3,4-b]pyridin-5-one